NC1(CCN(CC1)CC(=O)N1CCN(CC1)CC1=C(C=CC=C1)OC)CCC1=CC=CC=C1 2-(4-amino-4-phenethylpiperidin-1-yl)-1-(4-(2-methoxybenzyl)piperazin-1-yl)ethan-1-one